ClC=1C=C(C=NC1C1=NC=CC=N1)N 5-chloro-6-(pyrimidin-2-yl)pyridin-3-amine